1-Palmitoyl-2-arachidonyl-sn-glycero-3-phosphate C(CCCCCCCCCCCCCCC)(=O)OC[C@@H](OCCCC\C=C/C\C=C/C\C=C/C\C=C/CCCCC)COP(=O)(O)O